(S)-3-(5-(4-((1-(4-((1S,2S)-6-hydroxy-2-isobutyl-1,2,3,4-tetrahydronaphthalene-1-yl)phenyl)piperidin-4-yl)methyl)piperazin-1-yl)-1-oxoisoindolin-2-yl)piperidine-2,6-dione OC=1C=C2CC[C@H]([C@H](C2=CC1)C1=CC=C(C=C1)N1CCC(CC1)CN1CCN(CC1)C=1C=C2CN(C(C2=CC1)=O)[C@@H]1C(NC(CC1)=O)=O)CC(C)C